C(CCCCC=CCC=CCC=CCC=CCC=CCCCCC)(=O)O tetracosa-6,9,12,15,18-pentaenoic acid